CC1=NN=C2N1CCN(C2)CCOC2=CC=1N(C=C2)C(=CN1)C1=CC(=NC=N1)NCC1=CC=C(C=C1)C=1C=NN(C1)C (6-{7-[2-(3-methyl-5,6-dihydro-8H-[1,2,4]triazolo[4,3-a]pyrazin-7-yl)-ethoxy]-imidazo[1,2-a]pyridin-3-yl}-pyrimidin-4-yl)-[4-(1-methyl-1H-pyrazol-4-yl)-benzyl]-amine